4-(4-aminophenyl)-6-bromo-1-methyl-1H-indazol-3-amine NC1=CC=C(C=C1)C1=C2C(=NN(C2=CC(=C1)Br)C)N